N-((R)-1-(2-methyl-3-(trifluoromethyl)phenyl)ethyl)-7-(((S)-tetrahydrofuran-3-yl)oxy)phthalazin-1-amine CC1=C(C=CC=C1C(F)(F)F)[C@@H](C)NC1=NN=CC2=CC=C(C=C12)O[C@@H]1COCC1